N2-(2-ethoxypyridin-4-yl)-N4-isopropyl-6-phenyl-1,3,5-triazine-2,4-diamine C(C)OC1=NC=CC(=C1)NC1=NC(=NC(=N1)NC(C)C)C1=CC=CC=C1